1,2-trans-diphenyl-3-bromocyclopropane C1(=CC=CC=C1)C1C(C1Br)C1=CC=CC=C1